[N+](=O)([O-])C=1C(=NN(C1)COCC[Si](C)(C)C)C1=NC2=C(N1COCC[Si](C)(C)C)C=CC=C2 2-(4-Nitro-1-((2-(trimethylsilyl)ethoxy)methyl)-1H-pyrazol-3-yl)-1-((2-(trimethylsilyl)ethoxy)methyl)-1H-benzo[d]imidazole